aminobenzofuran-4-carboxylic acid NC=1OC=2C(C1)=C(C=CC2)C(=O)O